tert-butyl (S)-((3-fluoro-5-(2-hydroxypropan-2-yl)thiophen-2-yl) sulfinyl)carbamate FC1=C(SC(=C1)C(C)(C)O)[S@](=O)NC(OC(C)(C)C)=O